NCC=1C=C(C=CC1)N1N=C(C=C1C(=O)NC1=C(C=CC(=C1)[C@H](OCC1CC1)C1=CC=C(C=C1)C#N)F)C(F)(F)F |r| rac-1-(3-(aminomethyl)phenyl)-N-(5-((4-cyanophenyl)(cyclopropylmethoxy)methyl)-2-fluorophenyl)-3-(trifluoromethyl)-1H-pyrazole-5-carboxamide